(3S)-5,6-dichloro-1-[(3R,5S)-5-(hydroxymethyl)pyrrolidine-3-carbonyl]-1H-spiro[indole-3,3-pyrrolidin]-2-one ClC=1C=C2C(=CC1Cl)N(C([C@]21CNCC1)=O)C(=O)[C@H]1CN[C@@H](C1)CO